N[C@@H](CC(=O)OCC)C=1C=C(C=C(C1F)C(F)(F)F)C1=C(C(=CC=C1C)F)C Ethyl (S)-3-amino-3-(3',4-difluoro-2',6'-dimethyl-5-(trifluoromethyl)-[1,1'-biphenyl]-3-yl)propanoate